COC1=CC=C(CNCCNCC2=CC=C(C=C2)OC)C=C1 N,N'-Di(4-Methoxybenzyl)-1,2-ethandiamin